7-(trifluoromethyl)-1,3-benzoxazole-5-carbaldehyde FC(C1=CC(=CC=2N=COC21)C=O)(F)F